2-amino-2-(3-(2-benzylpiperidin-1-yl)propyl)-6-boronohexanoic acid NC(C(=O)O)(CCCCB(O)O)CCCN1C(CCCC1)CC1=CC=CC=C1